[Al].C=1(C)C(C)=CC(C)=C(C)C1 DUREN ALUMINIUM